2-(methylamino)-5,6-dihydrothieno[2,3-h]quinazoline-8-carboxylic acid CNC1=NC=2C3=C(CCC2C=N1)SC(=C3)C(=O)O